3,6-di(tert-butyl)fluorene C(C)(C)(C)C=1C=CC=2CC3=CC=C(C=C3C2C1)C(C)(C)C